3-hydroxyphenyl hydrogen sulfate S(=O)(=O)(OC1=CC(=CC=C1)O)O